ClC=1C=C(NC2(CCC3(C(=CC4=CC=CC=C34)CCCN3C=NC=C(C3=O)C)CC2)C(=O)O)C=CC1 (1r,4r)-4-(3-chloroanilino)-2'-[3-(5-methyl-6-oxopyrimidin-1(6H)-yl)propyl]spiro[cyclohexane-1,1'-indene]-4-carboxylic acid